5-(2-methyl-1-(tetrahydro-2H-pyran-4-yl)-1H-imidazo[4,5-b]pyridin-6-yl)-N-(cis-4-morpholinocyclohexyl)pyrrolo[2,1-f][1,2,4]triazin-2-amine CC=1N(C=2C(=NC=C(C2)C=2C=CN3N=C(N=CC32)N[C@@H]3CC[C@@H](CC3)N3CCOCC3)N1)C1CCOCC1